C(C)(C)(C)C=1C=C(C=C(C1O)C(C)(C)C)CCC(=O)NNC(CCC1=CC(=C(C(=C1)C(C)(C)C)O)C(C)(C)C)=O 1,2-bis[beta-(3,5-di-tert-butyl-4-hydroxyphenyl)propionyl]hydrazine